ClC1=NC=C(C=C1)C(NC)=O 2-chloro-5-(methylcarbamoyl)pyridin